(R)-N-(2-(3-Hydroxy-3-methylbutyl)-5-(3-hydroxypyrrolidin-1-yl)-1-methyl-1H-benzo[d]imidazol-6-yl)-6-(1-methyl-1H-pyrazol-3-yl)picolinamide OC(CCC1=NC2=C(N1C)C=C(C(=C2)N2C[C@@H](CC2)O)NC(C2=NC(=CC=C2)C2=NN(C=C2)C)=O)(C)C